BrC1=NC=CC(=C1)C=1C(=NOC1C)C 4-(2-bromopyridin-4-yl)-3,5-dimethylisoxazole